FC(CN1C(=NC=2C1=NC(=CC2)C=2C=CN1N=C(N=C(C12)NC)N[C@H]1[C@H](CN(CC1)CC)F)C)F 5-(3-(2,2-Difluoroethyl)-2-methyl-3H-imidazo[4,5-b]pyridin-5-yl)-N2-((3S,4R)-1-ethyl-3-fluoropiperidin-4-yl)-N4-methylpyrrolo[2,1-f][1,2,4]triazine-2,4-diamine